C1(=C2N(C=N1)CCC2)C(C(=O)NC=2SC=CN2)N2C(C1=CC(=CC(=C1C2)F)C2=CC=C(C=C2)OC2CCNCC2)=O 2-(6,7-dihydro-5H-pyrrolo[1,2-c]imidazol-1-yl)-2-[4-fluoro-1-oxo-6-[4-(4-piperidyloxy)phenyl]isoindolin-2-yl]-N-thiazol-2-yl-acetamide